2-[4-[6-chloro-7-fluoro-3-(1H-pyrazol-4-yl)indol-1-yl]triazol-1-yl]ethanol ClC1=CC=C2C(=CN(C2=C1F)C=1N=NN(C1)CCO)C=1C=NNC1